C(/C=C/N)N propylene-1,3-diamine